C(C)(C)OC(=O)\N=N\C(=O)OC(C)C (E)-diazene-1,2-dicarboxylic acid diisopropyl ester